(3R,4S)-3-fluoro-4-prop-2-ynyloxy-piperidine-1-carboxylic acid tert-butyl ester C(C)(C)(C)OC(=O)N1C[C@H]([C@H](CC1)OCC#C)F